3-bromo-2-cyclopropyl-5-fluoroisonicotinic acid BrC1=C(C(=O)O)C(=CN=C1C1CC1)F